(S)-(3-(3-(6-bromo-7-((1-(ethylsulfonyl)pyrrolidine-3-yl)amino)-1H-imidazo[4,5-b]pyridine-2-yl)-2,5-dimethyl-1H-pyrrol-1-yl)phenyl)(4-methylpiperazine-1-yl)methanone BrC=1C(=C2C(=NC1)N=C(N2)C2=C(N(C(=C2)C)C=2C=C(C=CC2)C(=O)N2CCN(CC2)C)C)N[C@@H]2CN(CC2)S(=O)(=O)CC